NC=1C(=C(C(=CC1)F)C#CCNC(OC(C)(C)C)=O)F tert-Butyl (3-(3-amino-2,6-difluorophenyl)prop-2-yn-1-yl)carbamate